2,6-di-tert-butyl-p-cresol sodium [Na].C(C)(C)(C)C1=CC(=CC(=C1O)C(C)(C)C)C